5-Fluoro-10-(hydroxymethyl)-3,3-dimethyl-2,3,4a,9,9a,10-hexahydro-1H-indeno[1,2-c]pyrazolo[1,2-a]pyrazol-1-one FC1=CC=CC=2CC3C(N4N(C3CO)C(CC4(C)C)=O)C12